2-p-methoxystyryl-4,6-bis-trichloromethyl-s-triazine COC1=CC=C(C=CC2=NC(=NC(=N2)C(Cl)(Cl)Cl)C(Cl)(Cl)Cl)C=C1